COC(=O)C=1C=CC(=C2C=NN(C12)[C@@H](C)C1=CC=C(C=C1)N1CC2CC2C1)C#CC 1-((1S)-1-(4-(3-azabicyclo[3.1.0]hexane-3-yl)phenyl)ethyl)-4-(Propan-1-yn-1-yl)-1H-indazole-7-carboxylic acid methyl ester